C(=O)(OC(C)(C)C)N1CC2=CC(=CC(=C2CC1)C)N1C(C2=C(CC1)C(=NN2C2=CC(=CC=C2)Cl)C(=O)O)=O 6-(2-Boc-5-methyl-3,4-dihydro-1H-isoquinolin-7-yl)-1-(3-chlorophenyl)-7-oxo-4,5-dihydropyrazolo[3,4-c]pyridine-3-carboxylic acid